COC1=C(C=CC=C1)[C@H](CN1C(N(C(C2=C1SC=C2C)=O)C2C(CC2)(C(=O)[O-])C)=O)OC2CCOCC2 1-((R)-2-(2-methoxyphenyl)-2-((tetrahydro-2H-pyran-4-yl)oxy)ethyl)-5-methyl-2,4-dioxo-1,4-dihydrothieno[2,3-d]pyrimidin-3(2H)-yl-1-methylcyclobutanecarboxylate